C(C)(C)C1=NN(C(C2=C1N=C(C=C2)C(F)(F)F)=O)CC(=O)OC methyl 2-(8-isopropyl-5-oxo-2-(trifluoromethyl)pyrido[2,3-d]pyridazin-6(5H)-yl)acetate